C1(=CC(=CC=C1)OCCCCCCC1=CC=C(C=C1)NC(=O)N1CCN(CC1)C(=O)OC(C)(C)C)C tert-butyl 4-((4-(6-(m-tolyloxy)hexyl)phenyl)carbamoyl)piperazine-1-carboxylate